ON1C(C(=C(C2=CC=CC=C12)O)C(=O)OCC)=O ethyl 1,4-dihydroxy-2-oxo-1,2-dihydroquinoline-3-carboxylate